(R)-7-bromo-4-methoxy-N-(1-(2-methyl-3-(trifluoromethyl)phenyl)ethyl)phthalazin-1-amine BrC1=CC=C2C(=NN=C(C2=C1)N[C@H](C)C1=C(C(=CC=C1)C(F)(F)F)C)OC